N6-threonyl-lysine N[C@@H]([C@H](O)C)C(=O)NCCCC[C@H](N)C(=O)O